C1(CCCC1)C(=O)N1C(CN(CC1)C=1C=C(C=C2C(N(C(NC12)=NOC)CC=1C=NN(C1)C)=O)S(=O)(=O)NC1(CC1)C)C 8-(4-(cyclopentylcarbonyl)-3-methylpiperazin-1-yl)-2-(methoxyimino)-3-((1-methyl-1H-pyrazol-4-yl)methyl)-N-(1-methylcyclopropyl)-4-oxo-1,2,3,4-tetrahydroquinazoline-6-sulfonamide